3-propyl-1,1,1,3,5,5,5-heptamethyltrisiloxane C(CC)[Si](O[Si](C)(C)C)(O[Si](C)(C)C)C